S,S-Dimethyl dithiocarbonate CSC(=O)SC